C(C1=CC=CC=C1)N1CCOCCOCCN(CCOCCOCC1)CC1=CC=CC=C1 7,16-dibenzyl-1,4,10,13-tetraoxa-7,16-diazacyclooctadecane